C(C)(C)(C)OC(N[C@H]1C2N(CC1CC2)C(=O)C=2C=NC=1N(C2)N=C(C1C)C1=CC=2C(=NC(=CC2)Cl)N1CC1CC1)=O tert-Butyl-((7R)-2-(2-(6-chloro-1-(cyclopropylmethyl)-1H-pyrrolo[2,3-b]pyridin-2-yl)-3-methylpyrazolo[1,5-a]pyrimidine-6-carbonyl)-2-azabicyclo[2.2.1]heptan-7-yl)carbamate